(-)-(S)-1-isopropoxy-1-oxopropan-2-yl isobutyrate C(C(C)C)(=O)O[C@H](C(=O)OC(C)C)C